C(#N)C1=CC=2N(C=C1)C(=CN2)S(=O)(=O)NC=2C(=NC(=C(C2)F)OCC(F)F)OC 7-cyano-N-[6-(2,2-difluoroethoxy)-5-fluoro-2-methoxy-3-pyridyl]imidazo[1,2-a]pyridine-3-sulfonamide